1-(2,7-diazaspiro[4.4]nonan-2-yl)propan-1-one C1N(CCC12CNCC2)C(CC)=O